2-tolylthioethylamine hydrobromide Br.C1(=C(C=CC=C1)SCCN)C